ClC1=CC=C(C=C1)C=1N=C2N(C=CC=C2)C1CN1CC2N(C(C1)C2)C(=O)C2CCCC2 (3-{[2-(4-Chlorophenyl)imidazo[1,2-a]pyridin-3-yl]-methyl}-3,6-diazabicyclo[3.1.1]hept-6-yl)-(cyclopentyl)methanon